3-((S)-1-methylpyrrolidin-2-yl)pyridinium bromide [Br-].CN1[C@@H](CCC1)C=1C=[NH+]C=CC1